OC(C)(C)C=1C(=CC2=C(N=C(O2)N2CCC(CC2)CO)C1)NC(=O)C1=NC(=CC=C1)C(F)(F)F N-[5-(1-hydroxy-1-methyl-ethyl)-2-[4-(hydroxymethyl)-1-piperidyl]-1,3-benzoxazol-6-yl]-6-(trifluoromethyl)pyridine-2-carboxamide